2-(8-((2S,5R)-4-(1-(benzo[d][1,3]dioxol-5-yl)ethyl)-2,5-diethylpiperazin-1-yl)-5-methyl-6-oxo-5,6-dihydroimidazo[1,2-b]pyridazin-2-yl)acetonitrile O1COC2=C1C=CC(=C2)C(C)N2C[C@@H](N(C[C@H]2CC)C=2C=1N(N(C(C2)=O)C)C=C(N1)CC#N)CC